OCC1=NN=C(O1)C=1C(=C2C(=NC1)NC=C2)N[C@H]2CN(C[C@H](C2)C)C(CC#N)=O 3-((3R,5S)-3-((5-(5-(hydroxymethyl)-1,3,4-oxadiazol-2-yl)-1H-pyrrolo[2,3-b]pyridin-4-yl)amino)-5-methylpiperidin-1-yl)-3-oxopropanenitrile